S-(12-((4-methoxy-4''-(pentyloxy)-[1,1':4',1''-terphenyl]-2-yl)oxy)dodecyl) ethanethioate C(C)(SCCCCCCCCCCCCOC1=C(C=CC(=C1)OC)C1=CC=C(C=C1)C1=CC=C(C=C1)OCCCCC)=O